C(OC1=NOC(=C1)CN)([O-])=O 5-(aminomethyl)isoxazol-3-yl carbonate